Tripentylbenzene C(CCCC)C=1C(=C(C=CC1)CCCCC)CCCCC